C(C)C=1C=CC=C2C=CC=C(C12)B1OC(C(O1)(C)C)(C)C 2-(8-Ethylnaphthalen-1-yl)-4,4,5,5-tetramethyl-1,3,2-dioxaborolane